FC1=NC=C(C=C1C1(CC1)C(=O)O)F 1-(2,5-difluoropyridin-3-yl)cyclopropane-1-carboxylic acid